(3'-(3-bromopropoxy)-2-methyl-[1,1'-biphenyl]-3-yl)methanol BrCCCOC=1C=C(C=CC1)C1=C(C(=CC=C1)CO)C